(R)-6-((1-(6-chloropyrazin-2-yl)pyrrolidin-3-yl)methyl)-2,5,7-trimethyl-[1,2,4]triazolo[1,5-a]pyrimidine ClC1=CN=CC(=N1)N1C[C@@H](CC1)CC=1C(=NC=2N(C1C)N=C(N2)C)C